ClC=1C=NC=C(C1[C@@H](C)OC=1C=C2C(=NN(C2=CC1)C1OCCCC1)C1=C(C(=NC=C1)N1CC(C1)(N1CCCC1)C)C#N)Cl [5-[(1R)-1-(3,5-dichloro-4-pyridinyl)ethoxy]-1-tetrahydropyran-2-yl-indazol-3-yl]-2-(3-methyl-3-pyrrolidin-1-yl-azetidin-1-yl)pyridine-3-carbonitrile